2-(4-chloro-2-(trifluoromethyl)benzyl)-3-ethylbenzofuran-6-carboxylic acid ClC1=CC(=C(CC=2OC3=C(C2CC)C=CC(=C3)C(=O)O)C=C1)C(F)(F)F